N-(4-acetamidophenyl)-4-(6-phenylimidazo[1,5-a]pyrazin-3-yl)benzamide C(C)(=O)NC1=CC=C(C=C1)NC(C1=CC=C(C=C1)C1=NC=C2N1C=C(N=C2)C2=CC=CC=C2)=O